lithium 3-(4-chloro-3-fluorophenyl)-1-(1-hydroxy-2-methylpropan-2-yl)-1H-pyrrolo[2,3-b]pyridine-6-carboxylate ClC1=C(C=C(C=C1)C1=CN(C2=NC(=CC=C21)C(=O)[O-])C(CO)(C)C)F.[Li+]